(R)-Boc-pyrrolidone C(=O)(OC(C)(C)C)N1C(CCC1)=O